tert-butyl 3-(cyclopropanesulfonamido)-2-((2'-hydroxy-[1,1'-biphenyl]-3-yl)methyl)piperidine-1-carboxylate C1(CC1)S(=O)(=O)NC1C(N(CCC1)C(=O)OC(C)(C)C)CC=1C=C(C=CC1)C1=C(C=CC=C1)O